Hexaazabenzo[cd]cyclopenta[h]azulene N1=NC2=C3C(N=CC=4C(=C13)C=CC4)=NN=N2